2-bromo-N-tert-butyl-acetamide BrCC(=O)NC(C)(C)C